NC1=NC(=C(C=2N1N=C(N2)COC2=NC=CC=C2)C2=NC=NC=C2)C2=C(C#N)C=CC=C2 (5-amino-2-((pyridin-2-yloxy)methyl)-8-(pyrimidin-4-yl)-[1,2,4]triazolo[1,5-c]pyrimidin-7-yl)benzonitrile